BrC=1C(=C2C(=NC1)N(C(C2)=O)COCC[Si](C)(C)C)Cl 5-bromo-4-chloro-1-(2-trimethylsilylethoxymethyl)-3H-pyrrolo[2,3-b]pyridin-2-one